(S)-2-(3-fluoropyrrolidin-1-yl)-3-(4-methyl-5-(trifluoromethyl)-1H-imidazol-2-yl)-4-phenylpyridine F[C@@H]1CN(CC1)C1=NC=CC(=C1C=1NC(=C(N1)C)C(F)(F)F)C1=CC=CC=C1